N-(4-methoxybenzyl)-9H-pyrido[3,4-b]indole-1-carboxamide COC1=CC=C(CNC(=O)C2=NC=CC3=C2NC2=CC=CC=C32)C=C1